FC=1C(=C(C=O)C=C(C1)C1NC(NC1=O)C1=CC=C(C=C1)N1CCCC1)O 3-fluoro-2-hydroxy-5-(5-oxo-2-(4-(pyrrolidin-1-yl)phenyl)imidazolidin-4-yl)benzaldehyde